2-cyclopropyl-N-(5-(4-(trifluoromethyl)phenethoxy)-1H-indol-3-yl)acetamide C1(CC1)CC(=O)NC1=CNC2=CC=C(C=C12)OCCC1=CC=C(C=C1)C(F)(F)F